C1(CC(C=CC1)=O)=O cyclohex-4-ene-1,3-dione